CN(OC1OCCCC1)CC1=CC=C(C=C1)C1=NN(C=N1)C1=CC=C(C=C1)OC(F)(F)F N-methyl-O-(tetrahydro-2H-pyran-2-yl)-N-(4-(1-(4-(trifluoromethoxy)phenyl)-1H-1,2,4-triazol-3-yl)benzyl)hydroxylamine